C(=O)(CCCCCCCCC)OCC(O)CO glycerol mono-caprate